(4R)-1-p-menthene-9-carbaldehyde C1(=CC[C@@H](CC1)C(CC=O)C)C